CC1(C(C(CC(C1)N=C=O)(C)C)CN=C=O)N=C=O 1,3,3-trimethyl-5-isocyanato-1-isocyanato(isocyanato)methylcyclohexane